3-(2-chloro-4-fluorobenzyl)-N5,N5,6-trimethyl-2-oxo-1-[3-(trifluoromethyl)-phenyl]-1,2-dihydropyridine-3,5-dicarboxamide ClC1=C(CC2(C(N(C(=C(C2)C(=O)N(C)C)C)C2=CC(=CC=C2)C(F)(F)F)=O)C(=O)N)C=CC(=C1)F